nonafluorohexyl-silane methyl-2-Acetoxyisobutyrate COC(C(C)(C)OC(C)=O)=O.FC(C(C(F)(F)[SiH3])(F)F)(CCC(F)(F)F)F